N1,N2,N2-trisnonylethane-1,2-diamine C(CCCCCCCC)NCCN(CCCCCCCCC)CCCCCCCCC